ClC1=C(C(C=2C=CC=NC2C1=O)=O)NC1=CC=C(C=C1)N1CCCCC1 7-chloro-6-((4-(piperidin-1-yl)phenyl)amino)quinoline-5,8-dione